3-[3-(2,6-dimethyl-4-pyridinyl)-5-[(1-methyl-2-oxo-4-piperidinyl)amino]pyrazolo[1,5-a]pyrimidin-2-yl]benzonitrile CC1=NC(=CC(=C1)C=1C(=NN2C1N=C(C=C2)NC2CC(N(CC2)C)=O)C=2C=C(C#N)C=CC2)C